Cbz-histidine C(=O)(OCC1=CC=CC=C1)N[C@@H](CC1=CNC=N1)C(=O)O